FC=1C(=C(C=CC1)NC(=S)C=1C(N(CCC1NCC1=C(C=NC=C1)OCC=1C=2N(C=CC1)C=CN2)C(=O)OC(C)(C)C)=O)OC tert-butyl 3-[(3-fluoro-2-methoxyphenyl)carbamothioyl]-4-[[(3-[imidazo[1,2-a]pyridin-8-ylmethoxy]pyridin-4-yl)methyl]amino]-2-oxo-5,6-dihydropyridine-1-carboxylate